5-bromo-3-methyl-1,2,4-thiadiazole BrC1=NC(=NS1)C